ClC1=C(C=CC=C1C1=C(C(=NC=C1)C1=CC(=C(C=C1)C=1NCCN1)OC)Cl)C1=CC=C(C(=N1)OC)CN(C(OC(C)(C)C)=O)C[C@H]1NC(CC1)=O tert-butyl (S)-((6-(2-chloro-3-(3-chloro-2-(4-(4,5-dihydro-1H-imidazol-2-yl)-3-methoxyphenyl)pyridin-4-yl)phenyl)-2-methoxypyridin-3-yl)methyl)((5-oxopyrrolidin-2-yl)methyl)carbamate